N1N=NN=C1C1=CC=C(CN2C3=NC(=NC=C3NC2=O)C2=C(C=CC=C2)C(C)C)C=C1 9-(4-(1H-tetrazol-5-yl)benzyl)-2-(2-isopropylphenyl)-7,9-dihydro-8H-purin-8-one